tripotassium dihydrogen diphosphate OP(O)(=O)OP(=O)([O-])[O-].[K+].[K+].[K+]